NC1=C2C(=NC=N1)N(N=C2C)C(C)C=2C(=C(C(=C(C2)Cl)F)C2CC(NC2)=O)OCC 4-{3-[1-(4-amino-3-methyl-1H-pyrazolo[3,4-d]-pyrimidin-1-yl)-ethyl]-5-chloro-2-ethoxy-6-fluoro-phenyl}pyrrolidin-2-one